tert-butyl N-(7-bromo-4-iodo-1,3-benzothiazol-2-yl)carbamate BrC1=CC=C(C=2N=C(SC21)NC(OC(C)(C)C)=O)I